1,2-Dilinoleyloxy-N,N-dimethyl-aminopropane C(CCCCCCC\C=C/C\C=C/CCCCC)OC(C(C)OCCCCCCCC\C=C/C\C=C/CCCCC)N(C)C